BrC=1C=C(CN2C(=CC=3C2=CC=C2C(=NC(=NC32)N)N)C)C=CC1 7-(3-bromobenzyl)-8-methyl-7H-pyrrolo[2,3-h]quinazoline-2,4-diamine